N-(4-{1-[(2-phenyl-1,3-thiazol-4-yl)carbonyl]piperidin-4-yl}butyl)thieno[2,3-c]pyridine-2-carboxamide C1(=CC=CC=C1)C=1SC=C(N1)C(=O)N1CCC(CC1)CCCCNC(=O)C1=CC=2C(=CN=CC2)S1